(S)-4-(((R)-1,4-Dioxan-2-yl)methyl)-1-(4-bromo-5-methyl-1-((2-(trimethylsilyl)ethoxy)methyl)-1H-pyrazol-3-yl)-2-ethyl-2-methylpiperazine O1[C@@H](COCC1)CN1C[C@](N(CC1)C1=NN(C(=C1Br)C)COCC[Si](C)(C)C)(C)CC